4-(2-(4-chlorophenoxy)acetamido)-1-(3-(4-chlorophenoxy)propyl)piperidine-2-carboxylic acid ClC1=CC=C(OCC(=O)NC2CC(N(CC2)CCCOC2=CC=C(C=C2)Cl)C(=O)O)C=C1